N[C@@H]1CN(CC[C@H]1F)C1=NC2=C(N1CC1=C(C#N)C=C(C=C1)Cl)C=C(C(=C2)F)F 2-((2-((3r,4r)-3-amino-4-fluoro-1-piperidinyl)-5,6-difluoro-1H-benzoimidazol-1-yl)methyl)-5-chlorobenzonitrile